BrC1=C(CCN(/N=C/C2=CC=C(C=C2)OC2=CC=CC=C2)S(=O)(=O)C2=CC=C(C=C2)C)C=C(C=C1)Br (E)-N-(2,5-dibromophenethyl)-4-methyl-N'-(4-phenoxybenzylidene)benzenesulfonohydrazide